C[C@@]1(N(CCC1)S(=O)(=O)C=1C(=NC(=CC1)C)N1C[C@H](CCC1)CCNC1CCC(CC1)(F)F)C(=O)O.NCCCO[Si](OC)(OC)CCCN aminoethyl-γ-aminopropyltrimethoxysilane methyl-((2-((R)-3-(2-((4,4-difluorocyclohexyl)amino)ethyl)piperidin-1-yl)-6-methylpyridin-3-yl)sulfonyl)-L-prolinate